ClCS(=O)(=O)N[C@@H]([C@@H](C1=CC=CC=C1)NCCCC1=CC=CC=C1)C1=CC=CC=C1 chloro[(R,R)-N-[2-(3-phenylpropyl)amino-1,2-diphenylethyl]-methanesulfonamide]